FC1(CNC1)C(=O)N(CC1=NC=C(C=C1)C=1OC(=NN1)C(F)(F)F)C1=CC(=CC=C1)F 3-Fluoro-N-(3-fluorophenyl)-N-((5-(5-(trifluoromethyl)-1,3,4-oxadiazol-2-yl)pyridin-2-yl)methyl)azetidine-3-carboxamide